N-[[4-[5-(trifluoromethyl)-1,2,4-oxadiazol-3-yl]phenyl]methyl]propane-1-sulfonamide FC(C1=NC(=NO1)C1=CC=C(C=C1)CNS(=O)(=O)CCC)(F)F